4-(1-imino-1-oxo-1,4-thiazinan-4-yl)-2-methoxy-aniline N=S1(CCN(CC1)C1=CC(=C(N)C=C1)OC)=O